3-[5-[3-(2,2-diethoxyethoxy)prop-1-ynyl]-3-methyl-2-oxo-benzimidazol-1-yl]piperidine-2,6-dione C(C)OC(COCC#CC1=CC2=C(N(C(N2C)=O)C2C(NC(CC2)=O)=O)C=C1)OCC